N#[Ta] Tantalum NITRIDE